naphthyl(phenyl)anthracene-d8 C1(=CC=CC2=CC=CC=C12)C1=C2C(=C(C(=C(C2=C(C=2C(=C(C(=C(C12)[2H])[2H])[2H])[2H])[2H])[2H])[2H])[2H])C1=CC=CC=C1